N-[2-(2-fluoro-4-{[4-(trifluoromethyl)pyridin-2-yl]oxy}phenyl)ethyl]quinolin-4-amine FC1=C(C=CC(=C1)OC1=NC=CC(=C1)C(F)(F)F)CCNC1=CC=NC2=CC=CC=C12